COC(=O)[C@@H]1O[C@@H](OC1)COC1=CC=C(C=C1)[N+](=O)[O-] |&1:6| (2rs,4r)-methyl-2-(4-nitrophenoxymethyl)-dioxolane-4-carboxylate